N-(2-chloro-4-fluoro-3-((3-methyl-4-oxo-5-vinyl-3,4-dihydroquinazolin-6-yl)amino)phenyl)pyrrolidine-1-sulfonamide ClC1=C(C=CC(=C1NC=1C(=C2C(N(C=NC2=CC1)C)=O)C=C)F)NS(=O)(=O)N1CCCC1